[C-]1(C(=CC=C1)S(=O)(=O)[O-])S(=O)(=O)[O-].[CH-]1C=CC=C1.[Fe+2] ferrocenedisulfonate